1-propoxy-4-amino-2,2,6,6-tetramethyl-piperidine C(CC)ON1C(CC(CC1(C)C)N)(C)C